ClC=1C=C2C(=CC(=NC2=CC1)C(F)(F)F)N[C@@H]1C[C@@H](CCC1)N1C(C2=NC=CC=C2C1)=O 6-[(1R,3S)-3-{[6-chloro-2-(trifluoromethyl)quinolin-4-yl]amino}cyclohexyl]-5H,6H,7H-pyrrolo[3,4-b]pyridin-7-one